(8-bromo-2-methylimidazo[1,2-a]pyridin-3-yl)(3,4,5-trifluorophenyl)methanone BrC=1C=2N(C=CC1)C(=C(N2)C)C(=O)C2=CC(=C(C(=C2)F)F)F